The molecule is an N-acyl-D-glucosamine 6-phosphate that is the N-acetyl derivative of D-glucosamine 6-phosphate. It is a component of the aminosugar metabolism. It has a role as an Escherichia coli metabolite, a Saccharomyces cerevisiae metabolite, a human metabolite and a mouse metabolite. It derives from a D-glucosamine. It is a conjugate acid of a N-acetyl-D-glucosamine 6-phosphate(2-). CC(=O)N[C@@H]1[C@H]([C@@H]([C@H](OC1O)COP(=O)(O)O)O)O